COC=1N=CC2=C(N1)C=CN=C2N2C[C@@H](N([C@@H](C2)C)C(=O)OC(C)(C)C)C tert-butyl (2S,6R)-4-(2-methoxypyrido[4,3-d]pyrimidin-5-yl)-2,6-dimethyl-piperazine-1-carboxylate